N1=C(C=CC=C1)C(=O)[O-].[Cr+3].O[C@](CC(=O)N[C@@H](C)C1=CC(=CC=C1)OCC(F)(F)F)(C(C)C)C(F)(F)F.N1=C(C=CC=C1)C(=O)[O-].N1=C(C=CC=C1)C(=O)[O-] (3R)-3-hydroxy-4-methyl-N-[(1S)-1-[3-(2,2,2-trifluoroethoxy)phenyl]ethyl]-3-(trifluoromethyl)pentanamide Chromium(III) pyridine-2-carboxylate